COC(C[C@]1(OB(OC1=O)[C@H](CC(C)C)NC([C@H](CC1=CC=CC=C1)NC(=O)C1=NC=CN=C1)=O)CC(=O)O)=O 2-((R)-4-(2-methoxy-2-oxoethyl)-2-((R)-3-methyl-1-((S)-3-phenyl-2-(pyrazine-2-carboxamido)propanamido)butyl)-5-oxo-1,3,2-dioxaborolan-4-yl)acetic acid